NC=1N=C(C2=C(N1)C=C(C=N2)C2=CC(NC=C2CN(C)CCC=C)=O)N[C@@H](CO)CCCC (R)-4-(2-Amino-4-((1-hydroxyhexan-2-yl)amino)pyrido[3,2-d]pyrimidin-7-yl)-5-((but-3-en-1-yl-(methyl)amino)methyl)pyridin-2(1H)-one